N(=C=O)CC1=C(CCCC1)CN=C=O 3-cis-bis(isocyanatomethyl)cyclohexaneN